C(=O)(O)C1=C(C=C(C(=O)OCC(C)C)C#N)C=CC=C1O isobutyl 2-carboxy-3-hydroxy-α-cyanocinnamate